OCCCNC1=NC(=NC2=CC=C(C=C12)C)NC1=CC2=C(N=C(S2)N(CCO)CCO)C=C1 2,2'-((6-((4-((3-hydroxypropyl)amino)-6-methylquinazolin-2-yl)amino)benzo[d]thiazol-2-yl)azanediyl)bis(ethan-1-ol)